3-(6-methoxy-2-methylpyridin-3-yl)-1-(3-methylthiophen-2-yl)-6-(trifluoromethyl)-2,3-dihydroquinazolin-4(1H)-one COC1=CC=C(C(=N1)C)N1CN(C2=CC=C(C=C2C1=O)C(F)(F)F)C=1SC=CC1C